C(C1CO1)OCCC[Si](OC)(OC)C 3-glycidyloxypropyl-methyldi-methoxysilane